C(C)(C)(C)OC(=O)NCCN1C(=CC(=C1)C1=NC(=NC=C1Cl)Cl)C(=O)OC Methyl 1-(2-((tert-butoxycarbonyl)amino)ethyl)-4-(2,5-dichloropyrimidin-4-yl)-1H-pyrrole-2-carboxylate